2-allylphenylethan-1-ol C(C=C)C1=C(C=CC=C1)C(C)O